(4-(2-(3-formyl-2-methyl-1H-indol-1-yl)ethoxy)phenyl)acetamide C(=O)C1=C(N(C2=CC=CC=C12)CCOC1=CC=C(C=C1)CC(=O)N)C